tert-butyl 4-((3-isopropyl-5-((tetrahydro-2H-pyran-4-yl)amino)-3H-imidazo[4,5-b]pyridin-7-yl)amino)piperidine-1-carboxylate C(C)(C)N1C=NC=2C1=NC(=CC2NC2CCN(CC2)C(=O)OC(C)(C)C)NC2CCOCC2